C1(CCCC1)C(=O)N1CCC2=CC(=CC=C12)[C@H]1[C@@H](C1)NCC1CCNCC1 Trans-cyclopentyl-(5-(2-(piperidin-4-ylmethylamino)cyclopropyl)indolin-1-yl)methanone